CC1=C(N=NC(=C1)C1=CC=CC=C1)SN1CCN(CC1)C1=NC=CC=N1 4-methyl-6-phenyl-3-((4-(pyrimidin-2-yl)piperazin-1-yl)thio)pyridazine